2-hydroxy-1-{4-[(2-{3-[(2-hydroxy-4-methanesulfonylphenyl)amino]prop-1-yn-1-yl}-1-(2,2,2-trifluoroethyl)-1H-indol-4-yl)amino]piperidin-1-yl}ethan-1-one OCC(=O)N1CCC(CC1)NC1=C2C=C(N(C2=CC=C1)CC(F)(F)F)C#CCNC1=C(C=C(C=C1)S(=O)(=O)C)O